N-oleoyl-methyltaurine C(CCCCCCC\C=C/CCCCCCCC)(=O)N(CCS(=O)(=O)O)C